tert-butyl N-methyl-N-[(3R)-1-(2-methyl-7-{[2-methyl-8-(methylamino)imidazo[1,2-a]pyrazin-6-yl]carbamoyl}indazol-4-yl)pyrrolidin-3-yl]carbamate CN(C(OC(C)(C)C)=O)[C@H]1CN(CC1)C=1C2=CN(N=C2C(=CC1)C(NC=1N=C(C=2N(C1)C=C(N2)C)NC)=O)C